C(C)(=O)[O-].[Nd+3].C(C)(=O)[O-].C(C)(=O)[O-] Neodymium (III) Acetate